CC1(CC[C@@H](N1)[C@H](O)C1=C(C(=CC=C1)N)F)C (R)-[(R)-5,5-dimethyl-2-pyrrolidinyl](3-amino-2-fluorophenyl)methanol